bis-(4-amino-cyclohexyl)-methane NC1CCC(CC1)CC1CCC(CC1)N